ClCCCC(=O)NN1CCC(CC1)N1C(C2=C(CC1)C(=NN2C2=CC=C(C=C2)OC)C(F)(F)F)=O 4-chloro-N-(4-(1-(4-methoxyphenyl)-7-oxo-3-(trifluoromethyl)-4,5-dihydro-1H-pyrazolo[3,4-c]pyridin-6(7H)-yl)piperidin-1-yl)butanamide